(1r,3s,5s)-8-[5-(5-fluoro-2-methoxypyridin-4-yl)-1-[[2-(trimethylsilyl)ethoxy]methyl]pyrazole-3-carbonyl]-8-azabicyclo[3.2.1]octane-3-carboxylic acid FC=1C(=CC(=NC1)OC)C1=CC(=NN1COCC[Si](C)(C)C)C(=O)N1[C@H]2CC(C[C@@H]1CC2)C(=O)O